CC1=C(C2=C(N=CN=C2NC2(CC2)C)O1)C(=O)NC1CCN(CC1)C1=NC(=NC=C1)C 6-methyl-4-[(1-methylcyclopropyl)amino]-N-[1-(2-methylpyrimidin-4-yl)piperidin-4-yl]furo[2,3-d]pyrimidine-5-carboxamide